C1(=C(C=CC=C1)S(=O)(=O)NC(=O)C=1C(=NC(=CC1)N1N=C(C=C1)OCC1(CCC1)C(F)(F)F)N1C(C[C@@H](C1)C)(C)C)C N-(o-tolylsulfonyl)-6-[3-[[1-(trifluoromethyl)cyclobutyl]methoxy]pyrazol-1-yl]-2-[(4S)-2,2,4-trimethylpyrrolidin-1-yl]pyridine-3-carboxamide